1-[6-(2-oxopyrrolidin-1-yl)pyrimidin-4-yl]piperidine-4-carboxylic acid O=C1N(CCC1)C1=CC(=NC=N1)N1CCC(CC1)C(=O)O